5-methanesulfonyl-2-(2-methylpropyl)-2H-1,2,3,4-tetrazole CS(=O)(=O)C=1N=NN(N1)CC(C)C